FC(C(=O)O)(F)F.COC1=CC=2C3=C(C(=NC2C=C1OCCCN1CCCC1)N(C(C)C)C)CCC3 8-methoxy-N-methyl-N-(propan-2-yl)-7-[3-(pyrrolidin-1-yl)propoxy]-1H,2H,3H-cyclopenta[c]quinolin-4-amine trifluoroacetate